CNC(=O)C1N(C(OC1)=O)C1=NC(=CC(=C1)C(F)(F)F)C N-methyl-3-(6-methyl-4-(trifluoromethyl)pyridin-2-yl)-2-oxooxazolidine-4-carboxamide